COC(=O)C=1N=CC(=NC1)N1[C@@H](CN(CC1)C=1N=NC(=C(C1C)C)NC1=CC=CC=C1)C (R)-4-(4,5-dimethyl-6-phenylamino-pyridazin-3-yl)-2-methyl-3,4,5,6-tetrahydro-2H-[1,2']bipyrazinyl-5'-carboxylic acid methyl ester